O=C1N(C2(CCN(C2)C(CC)=O)C(N(C1)C1=C(C=C(C#N)C=C1)F)=O)CC1=CC=C(C=C1)C(F)(F)F 4-(7,10-dioxo-2-propionyl-6-(4-(trifluoromethyl)-benzyl)-2,6,9-triazaspiro-[4.5]decan-9-yl)-3-fluorobenzonitrile